3-[4-(5-Cyclopropylcarbamoyl-2-methyl-phenyl)-imidazol-1-yl]-imidazo[1,2-a]pyridine-6-carboxylic acid methyl ester COC(=O)C=1C=CC=2N(C1)C(=CN2)N2C=NC(=C2)C2=C(C=CC(=C2)C(NC2CC2)=O)C